OCC1=CC=C2CCN(C(C2=C1)=O)C 7-(Hydroxymethyl)-2-methyl-3,4-dihydroisoquinolin-1(2H)-one